ethylenediamine, dihydroiodide I.I.C(CN)N